7-cyclobutyl-2-methoxy-8-(2-phenyl-1,3-oxazol-4-yl)quinoline-3-carboxylic acid C1(CCC1)C1=CC=C2C=C(C(=NC2=C1C=1N=C(OC1)C1=CC=CC=C1)OC)C(=O)O